CN1N=CC(=C1)C=1C=C(C=2N(C1)N=CC2)C=2CCNCC2 6-(1-methylpyrazol-4-yl)-4-(1,2,3,6-tetrahydropyridin-4-yl)pyrazolo[1,5-a]pyridine